butyl-tin methacrylate C(C(=C)C)(=O)[O-].C(CCC)[Sn+3].C(C(=C)C)(=O)[O-].C(C(=C)C)(=O)[O-]